20-oxo-pregn-5-ene-3β-yl sulfate S(=O)(=O)(O[C@@H]1CC2=CC[C@H]3[C@@H]4CC[C@H](C(C)=O)[C@]4(CC[C@@H]3[C@]2(CC1)C)C)[O-]